(4-(benzyloxy)phenyl)(2-ethyl-7-methoxy-1-methyl-1H-pyrrolo[2,3-c]pyridin-3-yl)methanol C(C1=CC=CC=C1)OC1=CC=C(C=C1)C(O)C1=C(N(C2=C(N=CC=C21)OC)C)CC